4-[4-[(3S)-3-(5-Cyano-3-pyridyl)isoxazolidine-2-carbonyl]-1-piperidyl]pyrimidine-2-carboxylic acid C(#N)C=1C=C(C=NC1)[C@H]1N(OCC1)C(=O)C1CCN(CC1)C1=NC(=NC=C1)C(=O)O